C1(CC1)CN1C(=NN=C1)C1=CC=CC(=N1)C1=NC=C2N1C1=C(OC2)C=C(C(=C1)C(=O)N)F (6-(4-(cyclopropylmethyl)-4H-1,2,4-triazol-3-yl)pyridin-2-yl)-7-fluoro-4H-benzo[b]imidazo[1,5-d][1,4]oxazine-8-carboxamide